ClC1=C(C(=CC=C1)Cl)C=1C=C2CN(CC2=CC1)C(CN1N=C(N=C1)C#N)=O 1-(2-(5-(2,6-dichlorophenyl)isoindolin-2-yl)-2-oxoethyl)-1H-1,2,4-triazole-3-carbonitrile